(7R,14R)-1-(difluoromethoxy)-11-[4-(difluoromethyl)-2-(2-hydroxypropan-2-yl)pyrimidin-5-yl]-10-fluoro-6,7-dihydro-7,14-methanobenzimidazo[1,2-b][2,5]benzodiazocin-5(14H)-one FC(OC1=CC=CC=2C(N[C@H]3C=4N([C@@H](C21)C3)C3=C(N4)C=C(C(=C3)C=3C(=NC(=NC3)C(C)(C)O)C(F)F)F)=O)F